[1,3]Oxazine-2,4(3H)-dione O1C(NC(C=C1)=O)=O